3,7-di-methyloctan-3-ol CC(CC)(CCCC(C)C)O